N[C@@H](C)C(=O)N[C@@H](CC1=CN(C=N1)C)C(=O)O alanyl-1-methyl-histidine